3-benzyl-azetidine 2,5-dioxopyrrolidin-1-yl-(((9H-fluoren-9-yl)methoxy)carbonyl)-L-valinate O=C1N(C(CC1)=O)N([C@@H](C(C)C)C(=O)O)C(=O)OCC1C2=CC=CC=C2C=2C=CC=CC12.C(C1=CC=CC=C1)C1CNC1